2-oxo-1,2-dihydroquinoline-6-sulfonamide O=C1NC2=CC=C(C=C2C=C1)S(=O)(=O)N